ethyl 2,4-diketo-heptanoate O=C(C(=O)OCC)CC(CCC)=O